FC1(CCC2=C1N=C(N=C2N2CCC2)S(=O)(=O)C)F 1-(7,7-difluoro-2-(methylsulfonyl)-6,7-dihydro-5H-cyclopenta[d]pyrimidin-4-yl)azetidine